butyric acid hydrazide C(CCC)(=O)NN